ClC=1C=CC2=C(N=C(S2)C(CN(C)C)C)C1 2-(5-chloro-1,3-benzothiazol-2-yl)-N,N-dimethyl-propan-1-amine